N-butyl-N'-decyl-urea C(CCC)NC(=O)NCCCCCCCCCC